C(CC#C)C1N(CCCC1)C(C1=CC(=C(C=C1)[N+](=O)[O-])OC)=O 2-(but-3-yn-1-yl)-1-(3-methoxy-4-nitrobenzoyl)piperidine